C1=CC=CC=2C3=CC=CC=C3C(C12)COC(=O)N(CC1=CC=C(C=C1)NC1=NC=C(C(=N1)NC1=C(C=CC=C1)C(NC)=O)C(F)(F)F)C1=C(C=CC=C1)C1CN(CCC1)C(=O)[O-] 3-(((((9H-fluoren-9-yl)methoxy)carbonyl)(4-(((4-((2-(methylcarbamoyl)phenyl)amino))-5-(trifluoromethyl)pyrimidin-2-yl)amino)benzyl)amino)phenyl)piperidine-1-carboxylate